C(CCCC(=O)O)(=O)OC([C@@H](N)CCSC)=O Methionine-Glutaric Anhydride